2-(2-bromopyridin-4-yl)benzo[d]oxazole-5-carbaldehyde BrC1=NC=CC(=C1)C=1OC2=C(N1)C=C(C=C2)C=O